N-(6-(cyanomethyl)isoquinolin-3-yl)-1-methylpiperidine-4-carboxamide C(#N)CC=1C=C2C=C(N=CC2=CC1)NC(=O)C1CCN(CC1)C